COC=1C=C(C=CC1)CCC1=C(C(=O)N)C=CC=C1 [2-(3-methoxyphenyl)ethyl]benzamide